2-(4-chloro-1-isopropyl-1H-pyrazol-5-yl)-4-(4-(1-methyl-4-(trifluoromethyl)-1H-imidazol-2-yl)benzyl)oxazolo[5,4-c]pyridine ClC=1C=NN(C1C=1OC=2C(=NC=CC2N1)CC1=CC=C(C=C1)C=1N(C=C(N1)C(F)(F)F)C)C(C)C